2-(2-(4-methylpiperazin-1-yl)-5-nitrophenyl)pyridine-2,3-diamine CN1CCN(CC1)C1=C(C=C(C=C1)[N+](=O)[O-])C1(NC=CC=C1N)N